FC1=NC(=CC=C1CC1(CNCC1)O)F 3-((2,6-difluoropyridin-3-yl)methyl)-3-hydroxypyrrolidine